3-Chloro-5-cyano-N-(3-cyclopropyl-1H-indazol-5-yl)-4,6-dimethylpicolinamide ClC=1C(=NC(=C(C1C)C#N)C)C(=O)NC=1C=C2C(=NNC2=CC1)C1CC1